N=C=O.NC(=N)N guanidine hydrogen isocyanate